C1(CC1)[C@@H](CO)NC1=NC=C(C=N1)[N+](=O)[O-] (S)-2-cyclopropyl-2-((5-nitropyrimidin-2-yl)amino)ethan-1-ol